2-methoxy-2-methylnaphthalen-1-yl-4,4,5,5-tetramethyl-1,3,2-dioxaborolane COC1(C(C2=CC=CC=C2C=C1)B1OC(C(O1)(C)C)(C)C)C